C(CCCCCCCCCCCCC)[N+](C)(C)[O-] N-myristyl-N,N-dimethylamine oxide